(3-methyl-4-oxo-1,5,6,7-tetrahydroindol-6-yl)methyl acetate C(C)(=O)OCC1CC(C=2C(=CNC2C1)C)=O